C(CC)NS(=O)(=O)CCCC propyl-butylsulfonamide